C(C=C)P(C1=C(C=CC=C1)N)(CC=C)=O Diallyl-(2-aminophenyl)phosphine oxide